4-chloro-2-pyrrolidin-1-yl-6-trifluoromethyl-pyrimidine ClC1=NC(=NC(=C1)C(F)(F)F)N1CCCC1